(difluoro(2-(((3S,10aS)-5-oxo-3-(6-phenyl-4-azaspiro[2.4]heptane-4-carbonyl)decahydropyrrolo[1,2-a]azocin-6-yl)carbamoyl)benzo[b]thiophen-5-yl)methyl)phosphonic acid FC(C1=CC2=C(SC(=C2)C(NC2CCCC[C@@H]3N(C2=O)[C@@H](CC3)C(=O)N3C2(CC2)CC(C3)C3=CC=CC=C3)=O)C=C1)(F)P(O)(O)=O